Lithium-Cobalt oxid [Co]=O.[Li]